(2-cyano-5-methoxy-2-pyridyl)boronic acid C(#N)C1(NC=C(C=C1)OC)B(O)O